COC=1C=C2C=CN(C2=CC1)S(=O)(=O)C1=CC=C(C(=O)NN(CCC)CCC)C=C1 4-((5-Methoxy-1H-indol-1-yl)sulfonyl)-N',N'-dipropylbenzohydrazide